CN1CCN(CC1)CCC1(NC(=NC(=N1)NC1=CC=C(C=C1)N1CCOCC1)NCC1=NC=CC=C1)N 2-(2-(4-methylpiperazin-1-yl)ethyl)-N4-(4-morpholinylphenyl)-N6-pyridin-2-ylmethyl-1,3,5-triazine-2,4,6-triamine